CP(=O)(C)C1=CC=C(C2=C1C=CO2)NC(OC(C)(C)C)=O tert-butyl (4-(dimethylphosphoryl)benzofuran-7-yl)carbamate